N-[3-(5-{6,6-difluoro-3-azabicyclo[3.1.0]hex-3-yl}-2H-pyrazolo[3,4-b]pyridin-2-yl)-4-fluorophenyl]-3-fluoroazetidine-1-carboxamide FC1(C2CN(CC12)C1=CC=2C(N=C1)=NN(C2)C=2C=C(C=CC2F)NC(=O)N2CC(C2)F)F